N1CCC(CC1)CN[C@H]1[C@@H](C1)C=1C=C2CCCN(C2=CC1)C(CCC)=O trans-1-(6-(2-(piperidin-4-ylmethylamino)cyclopropyl)-3,4-dihydroquinolin-1(2H)-yl)butan-1-one